(S)-1-(5-(4-((2,3-dihydrobenzo[b][1,4]dioxin-2-yl)methyl)piperazin-1-yl)-1,3,4-thiadiazol-2-yl)imidazolidin-2-one O1C2=C(OC[C@@H]1CN1CCN(CC1)C1=NN=C(S1)N1C(NCC1)=O)C=CC=C2